tert-butyl N-[(1S,3R)-3-[(6-bromo-7-fluoro-1-oxo-3,4-dihydroisoquinolin-2-yl)methyl]cyclohexyl]carbamate BrC=1C=C2CCN(C(C2=CC1F)=O)C[C@H]1C[C@H](CCC1)NC(OC(C)(C)C)=O